telluroxane diacetate C(C)(=O)O.C(C)(=O)O.[Te]1OCCCC1